ClC1=C(C(=O)O[C@H]2[C@H](O)OC[C@@H]([C@@H]2O)O)C(=C(C=C1)Cl)OC 2-O-(2,5-dichloro-6-methoxybenzoyl)-α-L-arabinose